Ethyl (S)-5-oxo-2-(2-oxopropylidene)tetrahydro-1H-pyrrolizine-7a(5H)-carboxylate O=C1N2CC(C[C@@]2(CC1)C(=O)OCC)=CC(C)=O